CC1N(CCOC1)C=1C=C(C=2N(N1)C(=CN2)C2=CC=NN2)N2CCOCC2 3-methyl-4-(8-morpholinyl-3-(1H-pyrazol-5-yl)imidazo[1,2-b]pyridazin-6-yl)morpholine